C12C(C3CC(CC(C1)C3)C2)CC(=O)NCCCCCCCC2=CC(=CC=C2)C2=NC=3N(C(=C2)N2CCN(CC2)CCO)N=C(C3C3=CC=CC=C3)C 2-(Adamantan-2-yl)-N-(7-(3-(7-(4-(2-hydroxyethyl)piperazin-1-yl)-2-methyl-3-phenylpyrazolo[1,5-a]pyrimidin-5-yl)phenyl)heptyl)acetamide